C(#N)C1=CC2=C(N=C(S2)NC2=NC=CC(=C2)C2CCN(CC2)S(=O)(=O)CC)C=C1 2-((6-cyanobenzo[d]thiazol-2-yl)amino)-4-(1-ethylsulfonylpiperidin-4-yl)pyridine